C(C)(C)OC([C@H](C)NP(=O)(C)OC1=CC(=CC(=C1C1=C(C=CC(=C1)C)C(=C)C)OP(=O)(C)N[C@@H](C)C(=O)OC(C)C)CCCCC)=O isopropyl (((6-(((((S)-1-isopropoxy-1-oxopropan-2-yl)amino)(methyl)phosphoryl)oxy)-5'-methyl-4-pentyl-2'-(prop-1-en-2-yl)-[1,1'-biphenyl]-2-yl)oxy)(methyl)phosphoryl)-L-alaninate